N-(7,8-Dichloro-2-oxo-1,2,3,4,5,6-hexahydroazepino[4,5-b]indol-10-yl)-2-hydroxyacetamide ClC1=C(C=C(C=2C3=C(NC12)CCNC(C3)=O)NC(CO)=O)Cl